N-methyl-N-[7-(pyridin-2-yl)heptyl]propionamide CN(C(CC)=O)CCCCCCCC1=NC=CC=C1